ClC1=C(C=C(C2=CN(N=C12)C(C(=O)NC=1SC=CN1)C1=C2N(C=N1)CCC2)C)C2=CC=C(C=C2)N2CCOCC2 2-(7-Chloro-4-methyl-6-(4-morpholinophenyl)-2H-indazol-2-yl)-2-(6,7-dihydro-5H-pyrrolo[1,2-c]imidazol-1-yl)-N-(thiazol-2-yl)acetamide